1-[2-(4-methyl-5-oxo-4,5-dihydro-1,3,4-oxadiazol-2-yl)acetyl]pyrrolidine-2-carboxamide CN1N=C(OC1=O)CC(=O)N1C(CCC1)C(=O)N